3-(4-(allyloxy)-3-methoxyphenyl)-N-(butylaminomethylsulfonyl)acrylamide C(C=C)OC1=C(C=C(C=C1)C=CC(=O)NS(=O)(=O)CNCCCC)OC